ClC1=C(C(=O)NC(C(=O)O)CNC(=O)N[C@@H]2CCC3=CC=CC=C23)C(=CC=C1NC1=CC(=CC=C1)C(C)C)Cl 2-(2,6-dichloro-3-(3-isopropylphenylamino)benzamido)-3-(3-((R)-2,3-dihydro-1H-inden-1-yl)ureido)propanoic Acid